NC1=NC=2C=CC=CC2C2=C1N=C(N2CC2=CC=C(CNC(CCCCCC)=O)C=C2)CCCC N-(4-((4-amino-2-butyl-1H-imidazo[4,5-c]quinolin-1-yl)methyl)benzyl)heptanamide